4-chloro-7-[2-(morpholin-4-yl)ethoxy]Quinoline ClC1=CC=NC2=CC(=CC=C12)OCCN1CCOCC1